(R)-1-(2,5-Difluoropyridin-3-yl)ethan-1-ol FC1=NC=C(C=C1[C@@H](C)O)F